BrCC1=CC=C(C(=C1C(=O)OCC)I)F ethyl 6-(bromomethyl)-3-fluoro-2-iodobenzoate